N'-(4-fluoro-2,6-diisopropylphenylcarbamoyl)-5-(2-hydroxypropan-2-yl)thiophene-2-sulfonimidamide FC1=CC(=C(C(=C1)C(C)C)NC(=O)N=S(=O)(N)C=1SC(=CC1)C(C)(C)O)C(C)C